2-(pyridin-4-yl)thiazole-4-carboxylic acid ethyl ester C(C)OC(=O)C=1N=C(SC1)C1=CC=NC=C1